2-((2S,4r)-5-chloro-6-fluoro-2-phenyl-2-((S)-piperidin-2-yl)-2,3-dihydrobenzofuran-4-yl)-3-fluoro-4-(2-hydroxyethoxy)-N-methylbenzamide ClC=1C(=CC2=C(C[C@@](O2)([C@H]2NCCCC2)C2=CC=CC=C2)C1C1=C(C(=O)NC)C=CC(=C1F)OCCO)F